C[C@@]12C[C@H](N([C@H]2C1)C(CNC(C1=CC=C(C=C1)OC1=CC=CC=C1)=O)=O)C(=O)NCC=1SC=C(C1)S(=O)NC (1S,3S,5S)-5-methyl-N-((4-(S-methylamino-sulfinyl)thiophen-2-yl)methyl)-2-((4-phenoxybenzoyl)glycyl)-2-azabicyclo[3.1.0]hexane-3-carboxamide